O=C1NC(CCC1N1C(C2=CC=CC(=C2C1=O)NC1CCC(CC1)C(=O)O)=O)=O (1r,4r)-4-((2-(2,6-dioxopiperidin-3-yl)-1,3-dioxoisoindolin-4-yl)amino)cyclohexane-1-carboxylic acid